C=CC1=CC=C(C=C1)S(=O)(=O)OCCCC butyl 4-styrenesulfonate